4,6-dideoxy-4-formamido-α-D-mannopyranose C(=O)N[C@H]1[C@@H]([C@@H]([C@@H](O)O[C@@H]1C)O)O